4-((1R,5S)-3,8-Diazabicyclo[3.2.1]octan-3-yl)-7-(8-ethyl-7-fluoro-3-hydroxynaphthalen-1-yl)-2-((tetrahydro-1H-pyrrolizin-7a(5H)-yl)methoxy-d2)pyrido[3,4-d]pyrimidin-8(7H)-one [C@H]12CN(C[C@H](CC1)N2)C=2C1=C(N=C(N2)OC([2H])([2H])C23CCCN3CCC2)C(N(C=C1)C1=CC(=CC2=CC=C(C(=C12)CC)F)O)=O